BrC=1C(=NN2C1C=CC=C2)OCCCCCN2C(=NC1=C2C=CC=C1)N 1-[5-({3-bromopyrazolo[1,5-a]pyridin-2-yl}oxy)pentyl]-1,3-benzodiazol-2-amine